6-(3,5-dimethylpyrazol-1-yl)-2-[[1-(5-fluoropyrimidin-4-yl)azetidin-3-yl]methyl]pyridazin-3-one CC1=NN(C(=C1)C)C=1C=CC(N(N1)CC1CN(C1)C1=NC=NC=C1F)=O